(2-bromoacetyl)-4-cyclobutyl-2-methylbenzoic acid methyl ester COC(C1=C(C(=C(C=C1)C1CCC1)C(CBr)=O)C)=O